(fluoromethyl) (3,3,3-trifluoropropyl) sulfate S(=O)(=O)(OCF)OCCC(F)(F)F